N-[2-oxo-3-[1-[[4-(5-oxo-3-phenyl-6H-1,6-naphthyridin-2-yl)phenyl]methyl]piperidin-4-yl]-1H-benzimidazol-5-yl]prop-2-enamide O=C1N(C2=C(N1)C=CC(=C2)NC(C=C)=O)C2CCN(CC2)CC2=CC=C(C=C2)C2=NC=1C=CNC(C1C=C2C2=CC=CC=C2)=O